2-[benzyl-(tertiary butyl)amino]-1-(2,2-dimethyl-4H-benzo[d][1,3]dioxin-6-yl)ethanone C(C1=CC=CC=C1)N(CC(=O)C1=CC2=C(OC(OC2)(C)C)C=C1)C(C)(C)C